3-[[1-[(3S,4S)-1-benzyl-3-phenyl-piperidine-4-carbonyl]-4-hydroxy-4-piperidinyl]methyl]thieno[2,3-d]pyrimidin-4-one C(C1=CC=CC=C1)N1C[C@@H]([C@H](CC1)C(=O)N1CCC(CC1)(O)CN1C=NC2=C(C1=O)C=CS2)C2=CC=CC=C2